4-((tert-butoxycarbonyl)amino)bicyclo[1.1.1]pentane-2-carboxylic acid C(C)(C)(C)OC(=O)NC1C2C(C1C2)C(=O)O